(S)-N-(3-chloro-2,4-difluoro-phenyl)-N-methyl-3-(6-methyl-4-(trifluoromethyl)pyridin-2-yl)-1-(2-(methylthio)ethyl)-2-oxoimidazolidine-4-carboxamide ClC=1C(=C(C=CC1F)N(C(=O)[C@H]1N(C(N(C1)CCSC)=O)C1=NC(=CC(=C1)C(F)(F)F)C)C)F